1-[(3S)-3-(2,3-Dichloro-6-fluorophenyl)-3-{[1-(2-hydroxyethyl)-3-methylindazol-6-yl]amino}pyrrolidin-1-yl]prop-2-en-1-one ClC1=C(C(=CC=C1Cl)F)[C@@]1(CN(CC1)C(C=C)=O)NC1=CC=C2C(=NN(C2=C1)CCO)C